7-fluoro-2-[[(1S,3S)-1-hydroxy-3-[[6-oxo-5-(trifluoromethyl)-1H-pyridazin-4-yl]amino]cyclohexyl]methyl]-6-[5-(trifluoromethyl)pyrimidin-2-yl]isoquinolin-1-one FC1=C(C=C2C=CN(C(C2=C1)=O)C[C@]1(C[C@H](CCC1)NC=1C=NNC(C1C(F)(F)F)=O)O)C1=NC=C(C=N1)C(F)(F)F